P(=O)([O-])(O)O.C(C(=O)O)(=O)OF.C(C(=O)O)(=O)OF.[Li+] lithium difluoro (bisoxalate) phosphate